5-chloro-N-((1r,4r)-4-((3-(2,3-difluorophenyl)-5-fluoro-3-hydroxy-2-oxoindolin-1-yl)methyl)cyclohexyl)-2-methylnicotinamide ClC=1C=NC(=C(C(=O)NC2CCC(CC2)CN2C(C(C3=CC(=CC=C23)F)(O)C2=C(C(=CC=C2)F)F)=O)C1)C